FC=1C=C(C=CC1)NC(=O)N1CC(C1)SC N-(3-fluorophenyl)-3-methylsulfanyl-azetidine-1-carboxamide